C(=O)O.C(C)(C)(C)N1CC(CCC1)NC(CN1N=C(N2C(C1=O)=CC1=C2SC=C1)C(C)C)=O N-(1-(tert-butyl)piperidin-3-yl)-2-(8-isopropyl-5-oxothieno[3',2':4,5]pyrrolo[1,2-d][1,2,4]triazin-6(5H)-yl)acetamide formate